methyl N-trityl-L-histidinate C(C1=CC=CC=C1)(C1=CC=CC=C1)(C1=CC=CC=C1)N[C@@H](CC1=CNC=N1)C(=O)OC